1-methyl-1,2-epoxycycloheptane CC12C(CCCCC1)O2